1,1,2,3,3-pentafluoro-1-iodo-propane FC(C(C(F)F)F)(I)F